8-fluoro-2,3-dimethyl-6-nitroimidazo[1,2-a]pyridine FC=1C=2N(C=C(C1)[N+](=O)[O-])C(=C(N2)C)C